NC1=CC(=C(C=C1)C1CCN(CC1)[C@@H]1CC[C@H](CC1)CNC(OC(C)(C)C)=O)F trans-tert-butyl (((1r,4r)-4-(4-(4-amino-2-fluorophenyl)piperidin-1-yl)cyclohexyl)methyl)carbamate